1-(anthracen-9-yl)-3-octyl-2H-imidazol-3-ium C1=CC=CC2=CC3=CC=CC=C3C(=C12)N1C[NH+](C=C1)CCCCCCCC